OC1=CC=C(C=C1)C(CCCCCCCCCCCCCCCCC)C1=CC=C(C=C1)O 1,1-bis(4-hydroxyphenyl)octadecane